1,2,5,6-tetraaminonaphthalene NC1=C(C=CC2=C(C(=CC=C12)N)N)N